C(C)N1N=C2N=C(C=NC2=C1)N[C@@H](C)C=1C=C(C=CC1)NC(C1=CN=C(C=C1)OC(C)C)=O (S)-N-(3-(1-((2-ethyl-2H-pyrazolo[3,4-b]pyrazin-6-yl)amino)ethyl)phenyl)-6-isopropoxynicotinamide